(R,R and S,S)-6-(3-fluoro-1-methylpiperidin-4-yl)-5-methyl-1-(1-methyl-1H-pyrazol-4-yl)-1H-indazole F[C@H]1CN(CC[C@@H]1C1=C(C=C2C=NN(C2=C1)C=1C=NN(C1)C)C)C |&1:6|